C(CCCCCCCCCCCCCCCC)(=O)OC[C@H](O)CO |r| 1-(8Z-heptadecanoyl)-rac-glycerol